S1C(CCCC1)OC1SCCCC1 thianyl oxide